C(=O)(OC(C)(C)C)NN1CCCCC1 bocaminopiperidine